OC=1C(C=CN2N([C@H]3N(C(C21)=O)CCOC3)C3C2=C(SCC1=C3C=CC(=C1F)F)SC=C2)=O (12aR)-7-hydroxy-12-[(10R)-7,8-difluoro-4,9-dihydrothieno[2,3-c][2]benzothiepin-4-yl]-3,4,12,12a-tetrahydro-1H-[1,4]oxazino[3,4-c]pyrido[2,1-f][1,2,4]triazine-6,8-dione